1-[(1S,4S)-2-oxa-5-azabicyclo[2.2.1]hept-5-yl]propan-1-one [C@@H]12OC[C@@H](N(C1)C(CC)=O)C2